C12NCC(CC1)C2CNC(=O)NC2=NC=C(C(=C2)C2=C1N(N=C2)CC(C1)(C)C)Cl ((2-azabicyclo[2.2.1]heptan-7-yl)methyl)-3-(5-chloro-4-(5,5-dimethyl-5,6-dihydro-4H-pyrrolo[1,2-b]pyrazol-3-yl)pyridin-2-yl)urea